NC(CNC(=O)C1=NC(=CN=C1)C=1NC2=C(C=C(C=C2C1C)Cl)F)(C)C N-(2-amino-2-methylpropyl)-6-(5-chloro-7-fluoro-3-methyl-1H-indol-2-yl)pyrazine-2-carboxamide